5-amino-1,3-dimethyl-1H-pyrazole-4-carbaldehyde NC1=C(C(=NN1C)C)C=O